BrC1=C(C2=C(S(C=C2)(=O)=O)C=C1)F 5-bromo-4-fluorobenzo[b]thiophene 1,1-dioxide